(2-phenyl-butyrylamino)-[1,2,3]thiadiazole-4-carboxylic acid benzylamide C(C1=CC=CC=C1)NC(=O)C=1N=NSC1NC(C(CC)C1=CC=CC=C1)=O